(E)-4-(4-(4-(dimethylamino)but-2-eneamido)-2-methylphenyl)-3-(4-(isobutylcarbamoyl)-3-methoxyphenyl)-5-methyl-1H-pyrrole-2-carboxamide CN(C/C=C/C(=O)NC1=CC(=C(C=C1)C=1C(=C(NC1C)C(=O)N)C1=CC(=C(C=C1)C(NCC(C)C)=O)OC)C)C